C1(=CC=CC=C1)C=1N=NN(C1)C1=CC=C(/C=C/C2=CC=NC=C2)C=C1 (E)-4-(4-(4-phenyl-1H-1,2,3-triazol-1-yl)styryl)pyridine